5-bromo-2-(tert-butyl)oxazole BrC1=CN=C(O1)C(C)(C)C